[Si](C)(C)(C(C)(C)C)O[C@H]1C[C@H]2N(C=3C(=NN=C(C3)Cl)NC2)C1 (6aR,8S)-8-((tert-butyldimethylsilyl)oxy)-2-chloro-5,6,6a,7,8,9-hexahydropyrrolo[1',2':4,5]pyrazino[2,3-c]pyridazine